F[C@@H]1[C@]2(CC[C@@](C[C@@H]1C(=C)C1=CC=C(N=N1)C1=C(C=C(C=C1)N1N=CC(=C1)F)O)(N2)C)C 2-(6-(1-((1R,2S,3R,5S)-2-fluoro-1,5-dimethyl-8-azabicyclo[3.2.1]octan-3-yl)vinyl)pyridazin-3-yl)-5-(4-fluoro-1H-pyrazol-1-yl)phenol